7-(2-(4-(6-fluorobenzo[b]thiophen-4-yl)piperazin-1-yl)ethyl)-2-oxo-N-propyl-3,4-dihydroquinoline-1(2H)-carboxamide FC=1C=C(C2=C(SC=C2)C1)N1CCN(CC1)CCC1=CC=C2CCC(N(C2=C1)C(=O)NCCC)=O